C(C=C)(=O)N1CC(CC1)C=1C(=CC(=NC1)C1=CC=C(C=C1)F)C1=NN(C=C1)CC=1C=C(C(=O)NC)C=C(C1)Cl 3-((3-(5-(1-acryloylpyrrolidin-3-yl)-2-(4-fluorophenyl)pyridin-4-yl)-1H-pyrazol-1-yl)methyl)-5-chloro-N-methylbenzamide